4-(2-((R)-2-(2-isopropylphenyl)-4-((6-methoxypyrid-3-yl)methyl)piperazin-1-yl)-7-azaspiro[3.5]non-7-yl)benzamide C(C)(C)C1=C(C=CC=C1)[C@H]1N(CCN(C1)CC=1C=NC(=CC1)OC)C1CC2(C1)CCN(CC2)C2=CC=C(C(=O)N)C=C2